5-Chloro-4-methoxypyrazolo[1,5-a]pyridin-2-amine ClC1=C(C=2N(C=C1)N=C(C2)N)OC